(E)-1-([1,1'-biphenyl]-4-yl)-3-(quinoxalin-6-yl)prop-2-en-1-one C1(=CC=C(C=C1)C(\C=C\C=1C=C2N=CC=NC2=CC1)=O)C1=CC=CC=C1